[In].[Bi].CC=CC(=O)N1CCCC1 N-(methyl)acryl-pyrrolidine bismuth indium